N-[(1S,4S)-4-(4H-1,2,4-triazol-3-yl)cyclohexyl]carbamic acid tert-butyl ester C(C)(C)(C)OC(NC1CCC(CC1)C1=NN=CN1)=O